N-[4-[4-[[2-(4-Chlorophenyl)-4,4-dimethylcyclohexen-1-yl]methyl]piperazin-1-yl]phenyl]sulfonyl-5-fluoro-6-(2-methoxypyrimidin-5-yl)pyridine-2-carboxamide ClC1=CC=C(C=C1)C1=C(CCC(C1)(C)C)CN1CCN(CC1)C1=CC=C(C=C1)S(=O)(=O)NC(=O)C1=NC(=C(C=C1)F)C=1C=NC(=NC1)OC